2-(5-amino-2-(furan-2-yl)-7H-pyrazolo[4,3-e][1,2,4]triazolo[1,5-c]pyrimidin-7-yl)-1-(4-(4-(2-methoxyethoxy)phenyl)piperazin-1-yl)ethan-1-one NC1=NC2=C(C=3N1N=C(N3)C=3OC=CC3)C=NN2CC(=O)N2CCN(CC2)C2=CC=C(C=C2)OCCOC